((6-(5-fluoro-2-((3-fluoro-4-(4-(4-methylpiperazin-1-yl)piperidin-1-yl)phenyl)amino)-6-cyclopropyl-7H-pyrrolo[2,3-d]pyrimidin-7-yl)pyridin-2-yl)imino)dimethyl-λ6-sulfanone FC1=C(N(C=2N=C(N=CC21)NC2=CC(=C(C=C2)N2CCC(CC2)N2CCN(CC2)C)F)C2=CC=CC(=N2)N=S(=O)(C)C)C2CC2